Tert-butyl-((7R)-2-(2-(6-bromo-1-(cyclopropylmethyl)-1H-indol-2-yl)-4-methoxy-3-methylbenzo[b]thiophene-6-carbonyl)-2-azabicyclo[2.2.1]hept-7-yl) carbamate C(N)(O[C@H]1C2(N(CC1CC2)C(=O)C=2C=C(C1=C(SC(=C1C)C=1N(C3=CC(=CC=C3C1)Br)CC1CC1)C2)OC)C(C)(C)C)=O